COCCOC(CC)C12CC(CC(N1)C2)C 1-(1-(2-methoxyethoxy)propyl)-3-methyl-6-azabicyclo[3.1.1]heptane